5-bromo-3-methyl-1-(2-trimethylsilylethoxymethyl)benzimidazol-2-one BrC1=CC2=C(N(C(N2C)=O)COCC[Si](C)(C)C)C=C1